C(C)(C)(C)OC(N[C@@H](CC1=C(C=C(C=C1)C=1C=C2CCN(C2=CC1)C(C)=O)F)C#N)=O (S)-(2-(4-(1-acetylindolin-5-yl)-2-fluorophenyl)-1-cyanoethyl)carbamic acid tert-butyl ester